NC=1C=CC2=C(N(C(N2C)=O)CCC(=O)OC(C)(C)C)C1 tert-butyl 3-(6-amino-3-methyl-2-oxo-benzimidazol-1-yl)propanoate